C(C)(C)(C)ONC(C[C@@H](C(=O)N[C@H](C(=O)NCC1=CC=CC2=CC=CC=C12)COC)NC(CCC1=CC=CC=C1)=O)=O (S)-N4-(tert-butoxy)-N1-((S)-3-methoxy-1-((naphthalen-1-ylmethyl)amino)-1-oxopropan-2-yl)-2-(3-phenylpropanamido)succinamide